Ethyl 4-(1-(2,4-Dichlorophenyl)-3-((1,1-Dioxidothiomorpholino)Carbamoyl)-4-Methyl-1H-Pyrazol-5-Yl)Benzoate ClC1=C(C=CC(=C1)Cl)N1N=C(C(=C1C1=CC=C(C(=O)OCC)C=C1)C)C(NN1CCS(CC1)(=O)=O)=O